OC1=C(C(C)(C)C=2C=C(C=C(C2)N2N=C3C(=N2)C=CC=C3)C(C3=CC=CC=C3)(C)C)C=CC=C1 2-(2'-hydroxy-3',5'-bis(α,α-dimethyl-benzyl)phenyl)benzotriazole